N-(dibenzo[b,d]furan-2-ylmethyl)-6-hydroxy-2-phenylpyrimidine-4-carboxamide C1=C(C=CC=2OC3=C(C21)C=CC=C3)CNC(=O)C3=NC(=NC(=C3)O)C3=CC=CC=C3